4-(chloromethyl)-N-methylthiazol-2-amine ClCC=1N=C(SC1)NC